OC(C)C1=C(C#N)C=C(C=C1C1=CC2=C(NC(=N2)C)C=C1)CCC 2-(1-hydroxyethyl)-3-(2-methyl-1H-benzimidazol-5-yl)-5-propylbenzonitrile